FC1=CC=C(C=C1)C1=NN2C(CN(CC2)C(C)=O)=C1C1=CC=NC=C1 1-(2-(4-fluorophenyl)-3-(pyridin-4-yl)-6,7-dihydropyrazolo[1,5-a]pyrazin-5(4H)-yl)ethan-1-one